C12C(CC(CC1)C2)CC(=O)O 2-(bicyclo[2.2.1]heptan-2-yl)acetic acid